CC(C(=O)O)(C)OC1=CC(=CC=C1)C1CN(CCC1)S(=O)(=O)C1=CC(=CC=C1)C1=CSC=C1 2-methyl-2-(3-(1-((3-(thiophen-3-yl)phenyl)sulfonyl)piperidin-3-yl)phenoxy)propionic acid